COC1=C(C(=CC(=C1)CCCCC)OC)C1=C2CC(N(C2=CC=C1C)CC)=O 4-(2,6-Dimethoxy-4-pentylphenyl)-1-ethyl-5-methylindolin-2-one